N-(3-chloro-2-methylphenyl)-6-({[2-(trifluoromethyl)phenyl]carbonyl}amino)-1H-benzoimidazole-4-carboxamide ClC=1C(=C(C=CC1)NC(=O)C1=CC(=CC=2NC=NC21)NC(=O)C2=C(C=CC=C2)C(F)(F)F)C